BrCC(CBr)OC(=O)NCCCC[C@H](N)C(=O)O Nε-(((1,3-dibromopropan-2-yl)oxy)carbonyl)-lysine